BrC1=CC=C(C=C1)N1N=C(C=C1C(F)(F)F)C(F)F (4-bromo)phenyl-3-(difluoromethyl)-5-(trifluoromethyl)-1H-pyrazole